tert-butyl((1-ethoxyvinyl)oxy)dimethylsilane C(C)(C)(C)[Si](C)(C)OC(=C)OCC